C(#CC)O alpha-propynyl alcohol